N-(3-cyano-5-(cyclopentylmethyl)-6-methyl-4,5,6,7-tetrahydrothieno[3,2-c]pyridin-2-yl)-2-(4-sulfamoylphenyl)acetamide Hydrochloride Cl.C(#N)C1=C(SC2=C1CN(C(C2)C)CC2CCCC2)NC(CC2=CC=C(C=C2)S(N)(=O)=O)=O